4-benzyl-3-oxo-1,4-oxazepane-7-carboxylic acid C(C1=CC=CC=C1)N1C(COC(CC1)C(=O)O)=O